FC=1C=C(C(=O)C2=NC=CC(=C2)N2N=CC=3C(N(CCC32)C(=O)OC(C)(C)C)=O)C=C(C1)C(F)(F)F tert-butyl 1-(2-(3-fluoro-5-(trifluoromethyl)benzoyl)pyridin-4-yl)-4-oxo-1,4,6,7-tetrahydro-5H-pyrazolo[4,3-c]pyridine-5-carboxylate